C1=CC=C(C=C1)NC(=O)C2=NC=CN=C2 N-phenylpyrazine-2-carboxamide